FC(C1=NC=CC=C1C1=CC=2NC(=CC2S1)C(=O)N)(F)F (2-(trifluoromethyl)pyridin-3-yl)-4H-thieno[3,2-b]pyrrole-5-carboxamide